((3-(6-Cyanoimidazo[1,2-a]pyridine-2-carboxamido)-5-(trifluoromethyl)-phenyl)carbamoyl)(3-(pyridin-2-ylmethyl)-1,2,3-oxadiazol-3-ium-5-yl)amide C(#N)C=1C=CC=2N(C1)C=C(N2)C(=O)NC=2C=C(C=C(C2)C(F)(F)F)NC(=O)[N-]C2=C[N+](=NO2)CC2=NC=CC=C2